(R)-4-(5-(but-2-ynamido)cyclohex-1-en-1-yl)-3-chloro-5,6-difluoro-2-methyl-1H-indole-7-carboxamide C(C#CC)(=O)N[C@@H]1CCC=C(C1)C1=C2C(=C(NC2=C(C(=C1F)F)C(=O)N)C)Cl